4-([1,1'-biphenyl]-3-yl)-2-chloro-6-phenylpyrimidine C1(=CC(=CC=C1)C1=NC(=NC(=C1)C1=CC=CC=C1)Cl)C1=CC=CC=C1